5-[4-[3-(2-oxooxazolidin-3-yl)propoxy]phenoxy]imidazo[1,5-a]pyridine-7-carboxamide O=C1OCCN1CCCOC1=CC=C(OC2=CC(=CC=3N2C=NC3)C(=O)N)C=C1